N1CC(C1)N1N=CC(=C1)C=1N=C(C=2N(C1C)C=CN2)N2[C@H]([C@@H](C2)O)C (2S,3R)-1-[6-[1-(azetidin-3-yl)pyrazol-4-yl]-5-methyl-imidazo[1,2-a]pyrazin-8-yl]-2-methyl-azetidin-3-ol